FC=1C(=CC(=NC1)C)C=1NC2=CC=C(C=C2C1C(C)C)C1CCN(CC1)CC1=NN=CN1C 2-(5-fluoro-2-methylpyridin-4-yl)-3-isopropyl-5-(1-((4-methyl-4H-1,2,4-triazol-3-yl)methyl)piperidin-4-yl)-1H-indole